2-((2S)-1-(2-fluoroacryloyl)-4-(2-(((S)-1-methylpyrrolidin-2-yl)methoxy)-7-(naphthalen-1-yl)-5,6,7,8-tetrahydroquinazolin-4-yl)piperazin-2-yl)acetonitrile FC(C(=O)N1[C@H](CN(CC1)C1=NC(=NC=2CC(CCC12)C1=CC=CC2=CC=CC=C12)OC[C@H]1N(CCC1)C)CC#N)=C